(S)-N-((S)-(3-chloro-4-fluorophenyl)(4-chlorophenyl)methyl)-2-oxooxazolidine-5-carboxamide ClC=1C=C(C=CC1F)[C@@H](NC(=O)[C@@H]1CNC(O1)=O)C1=CC=C(C=C1)Cl